C1C(CC12CCNCC2)SC2=CC(=C(NC1=NC=C(C(=N1)C1CCC(CC1)=O)C(F)(F)F)C=C2)C 4-[2-[4-(7-Azaspiro[3.5]nonan-2-ylsulfanyl)-2-methyl-anilino]-5-(trifluoromethyl)pyrimidin-4-yl]cyclohexanone